ClC=1C(=C(CN2[C@@H](C[C@@](CC2)(C(=O)O)CC2=NC(=CC(=C2F)C(=O)N2CCOCC2)NC2=NNC(=C2)C)C)C=CC1)F (2R,4R)-1-(3-chloro-2-fluorobenzyl)-4-((3-fluoro-6-((5-methyl-1H-pyrazol-3-yl)amino)-4-(morpholine-4-carbonyl)-pyridin-2-yl)methyl)-2-methyl-piperidine-4-carboxylic acid